tert-butyl 2-[4-[5-(1,5-dimethyl-6-oxo-3-pyridyl)-6-isopropyl-2-pyridyl]piperazin-1-yl]-7,8-dihydro-5H-1,6-naphthyridine-6-carboxylate CN1C=C(C=C(C1=O)C)C=1C=CC(=NC1C(C)C)N1CCN(CC1)C1=NC=2CCN(CC2C=C1)C(=O)OC(C)(C)C